N5-methylpyridine-2,5-diamine CNC=1C=CC(=NC1)N